2-amino-3,5-diiodo-pyridine NC1=NC=C(C=C1I)I